CN(C(C=1C(C(=O)N)=CC=CC1)=O)C N,N-dimethylphthalamide